4-methyl-1,4-diazacycloheptan-2-one CN1CC(NCCC1)=O